(3R,4R)-1-(Ethylsulfonyl)-4-((R)-5H-imidazo[5,1-a]isoindol-5-yl)piperidin-3-ol C(C)S(=O)(=O)N1C[C@@H]([C@H](CC1)[C@H]1N2C(C3=CC=CC=C13)=CN=C2)O